C(=O)C1CCN(CC1)C=1SC2=C(N1)C=C(C=C2)C(C)(C)O [2-(4-formyl-1-piperidinyl)]-5-(1-hydroxy-1-methyl-ethyl)-1,3-benzothiazole